4-[3-fluoro-4-propoxyphenyl]-spiro[2H-1-benzopyran-2,4'-piperidine]-1'-acetic acid FC=1C=C(C=CC1OCCC)C1=CC2(CCN(CC2)CC(=O)O)OC2=C1C=CC=C2